(5-(6-methylpyridin-3-yl)-4,5-dihydro-1H-pyrazol-1-yl)(1-(pyridin-2-yl)piperidin-4-yl)methanone CC1=CC=C(C=N1)C1CC=NN1C(=O)C1CCN(CC1)C1=NC=CC=C1